4-(3,4-dichlorophenyl)-1-(6-methyl-2-oxo-1,2-dihydroquinoline-4-carbonyl)-N-(oxetane-2-ylmethyl)piperazine-2-carboxamide ClC=1C=C(C=CC1Cl)N1CC(N(CC1)C(=O)C1=CC(NC2=CC=C(C=C12)C)=O)C(=O)NCC1OCC1